C(C(C(CCC=C)O)O)O hept-6-en-1,2,3-triol